2-Propyl-4-hexylphenol C(CC)C1=C(C=CC(=C1)CCCCCC)O